NC1=CC=C(C=N1)C1=CNC=2N=CN=C(C21)NCC2=NC(=CC=C2)N2C[C@H](N[C@H](C2)C)C 5-(6-aminopyridin-3-yl)-N-((6-((3R,5S)-3,5-dimethylpiperazin-1-yl)pyridin-2-yl)methyl)-7H-pyrrolo[2,3-d]pyrimidin-4-amine